3-(2-hydroxy-2-propyl)isopropylbenzene hydroperoxide [O-]O.OC(C)(C)C=1C=C(C=CC1)C(C)C